bis(tertiary pentylamino)methylsilane racemic-benzyl-((1R,2R,3R,4S)-3-isopropylbicyclo[2.2.1]heptan-2-yl)carbamate C(C1=CC=CC=C1)N(C(O)=O)[C@@H]1[C@@H]2CC[C@H]([C@H]1C(C)C)C2.C(C)(C)(CC)NC(NC(C)(C)CC)[SiH3] |r|